2-(2,5-dimethyl-1H-pyrrol-1-yl)thiazole-4-carboxylic acid CC=1N(C(=CC1)C)C=1SC=C(N1)C(=O)O